4-{[7-cyclobutyl-6-({[1-(dimethylamino)cyclobutyl]methyl}amino)-2-{[(2R,7aS)-2-fluorotetrahydro-1H-pyrrolizin-7a(5H)-yl]methoxy}-7H-purin-8-yl]oxy}-5-ethynyl-6-fluoro-2-naphthol C1(CCC1)N1C(=NC2=NC(=NC(=C12)NCC1(CCC1)N(C)C)OC[C@]12CCCN2C[C@@H](C1)F)OC1=CC(=CC2=CC=C(C(=C12)C#C)F)O